N-(6-(2-azaspiro[3.3]heptane-6-carbonyl)pyridin-2-yl)-4-chloro-2-fluorobenzamide C1NCC12CC(C2)C(=O)C2=CC=CC(=N2)NC(C2=C(C=C(C=C2)Cl)F)=O